C1(CC1)N1C(C2=C(C=C(C=C2CC1)C1=CN=C2N1C=CC(=C2)OCCN2CCOCC2)OC)=O 2-cyclopropyl-8-methoxy-6-[7-(2-morpholinoethoxy)imidazo[1,2-a]pyridin-3-yl]-3,4-dihydroisoquinolin-1-one